C(C)(=O)NC(N(C(C)=O)C(C)=O)=O Tri-acetyl-urea